5-((4-(Benzo[b]thiophen-4-yl)piperazin-1-yl)methyl)-2-(2,6-dioxopiperidin-3-yl)isoindoline-1,3-dione S1C2=C(C=C1)C(=CC=C2)N2CCN(CC2)CC=2C=C1C(N(C(C1=CC2)=O)C2C(NC(CC2)=O)=O)=O